C(#N)C1=CNC2=C(C=CC(=C12)C)NS(=O)(=O)C1=CN=C(S1)N1CCOCC1 N-(3-cyano-4-methyl-1H-indol-7-yl)-2-morpholino-thiazole-5-sulfonamide